BrCCCCCCCCCC=C 11-Bromo-1-undecene